O1N=CC=C1C(=O)N1CCC(CC1)C(=O)N1N=CCC1C1=CC=CC=C1 isoxazol-5-yl(4-(5-phenyl-4,5-dihydro-1H-pyrazole-1-carbonyl)piperidin-1-yl)methanone